(S)-1-(5-(4-(4-cyanophenyl)-4-fluoropiperidine-1-carbonyl)-2-methylphenyl)-3-((tetrahydro-furan-2-yl)methyl)urea C(#N)C1=CC=C(C=C1)C1(CCN(CC1)C(=O)C=1C=CC(=C(C1)NC(=O)NC[C@H]1OCCC1)C)F